BrC1=CC=C(C=C1)C1=NC(=NC(=N1)C(Cl)(Cl)Cl)C(Cl)(Cl)Cl 2-(p-bromophenyl)-4,6-bis(trichloromethyl)-s-triazine